C(C)(=O)OCCCC1=C(N(C2=C(C(=CC=C12)Cl)C=1C(=NN(C1CO)C12CC(C1)C2)C)C)C(=O)OC Methyl 3-(3-acetoxypropyl)-7-(1-(bicyclo[1.1.1]pentan-1-yl)-5-(hydroxymethyl)-3-methyl-1H-pyrazol-4-yl)-6-chloro-1-methyl-1H-indole-2-carboxylate